NC1=CC=C(C=C1)C=1C(=C(C=C(C1)C=1CCN(CC1)C(C(C)C)=O)F)C#N 4'-amino-3-fluoro-5-(1-isobutyryl-1,2,3,6-tetrahydropyridin-4-yl)-[1,1'-biphenyl]-2-carbonitrile